FC[C@H](CN(CC[C@@H](C(=O)O)NC(C(C)(C)C1=NC=CC=C1OC)=O)CCCCC1=NC=2NCCCC2C=C1)OC (S)-4-(((S)-3-fluoro-2-methoxypropyl)(4-(5,6,7,8-tetrahydro-1,8-naphthyridin-2-yl)butyl)amino)-2-(2-(3-methoxypyridin-2-yl)-2-methylpropanamido)butanoic acid